methyl (R)-3-((2-(benzyloxy)-2-oxoethyl) amino)-2-(((benzyloxy)carbonyl)amino)propanoate C(C1=CC=CC=C1)OC(CNC[C@H](C(=O)OC)NC(=O)OCC1=CC=CC=C1)=O